NC1=NC=CC=C1C1=NC2=C(N1C1=CC=C(C=C1)NC(=O)C1CCC(CC1)C(=O)O)C=C(C=C2)N2CCOCC2 (1r,4r)-4-((4-(2-(2-aminopyridin-3-yl)-6-morpholino-1H-benzo[d]imidazol-1-yl)phenyl)carbamoyl)cyclohexane-1-carboxylic acid